N[C@@H](CS)C(=O)O.S1SCC=C1 di-thiol-cysteine